Cl.COC1=CC=C(CNN)C=C1 4-methoxybenzylhydrazine HCl salt